ClC=1N(C(=C2CCCC(C12)NC(OCC1=NN(C=N1)C)=O)C(NC1=CC(=C(C=C1)F)Cl)=O)C (1-Methyl-1H-1,2,4-triazol-3-yl)methyl (3-chloro-1-((3-chloro-4-fluorophenyl) carbamoyl)-2-methyl-4,5,6,7-tetrahydro-2H-isoindol-4-yl)carbamate